(S)-4-(3-iodo-1-(1-(pyridin-2-yl)ethyl)-2-(trifluoromethyl)-1H-pyrrolo[3,2-b]pyridin-6-yl)-3,5-dimethylisoxazole IC1=C(N(C=2C1=NC=C(C2)C=2C(=NOC2C)C)[C@@H](C)C2=NC=CC=C2)C(F)(F)F